3-(2-((R)-3-(4-Benzylpiperazin-1-yl)-2-methylpropyloxy)-7-bromo-8-fluoroquinazolin-4-yl)-3,8-diazabicyclo[3.2.1]octane-8-carboxylic acid tert-butyl ester C(C)(C)(C)OC(=O)N1C2CN(CC1CC2)C2=NC(=NC1=C(C(=CC=C21)Br)F)OC[C@@H](CN2CCN(CC2)CC2=CC=CC=C2)C